perfluorophenyl (R)-4-((3R,5R,8R,9S,10S,13R,14S,17R)-3-hydroxy-10,13-dimethylhexadecahydro-1H-cyclopenta[a]phenanthren-17-yl)pentanoate O[C@@H]1CC[C@@]2([C@H]3CC[C@@]4([C@H](CC[C@H]4[C@@H]3CC[C@@H]2C1)[C@@H](CCC(=O)OC1=C(C(=C(C(=C1F)F)F)F)F)C)C)C